P(=O)([O-])([O-])[O-].C[NH+](C)C.C[NH+](C)C.C[NH+](C)C trimethylammonium monophosphate